[3,4'-bipyridine]-3',5-dicarboxamide N1=CC(=CC(=C1)C(=O)N)C1=C(C=NC=C1)C(=O)N